ClC=1C=CC(=C2C=NN(C12)COCC[Si](C)(C)C)C1=NN(N=C1)C 7-chloro-4-(2-methyl-2H-1,2,3-triazol-4-yl)-1-((2-(trimethylsilyl)ethoxy)methyl)-1H-indazole